4-(2-(2-(2-isopropylphenyl)pyrrol-1-yl)-7-azaspiro[3.5]non-7-yl)benzoic acid methyl ester COC(C1=CC=C(C=C1)N1CCC2(CC(C2)N2C(=CC=C2)C2=C(C=CC=C2)C(C)C)CC1)=O